FC=1C=C2C(C=C(N(C2=CC1C=C)[C@H]1CN(CC1)C(=O)OC(C)(C)C)C)=C=O (R)-tert-butyl 3-(6-fluoro-2-methyl-4-carbonyl-7-vinylquinolin-1(4H)-yl)pyrrolidine-1-carboxylate